(2-methoxyethyl)-9H-purin-6-amine COCCC1=NC(=C2N=CNC2=N1)N